4-(4-acryloylpiperazin-1-yl)-6-chloro-7-(2,4-difluorophenyl)quinoline-3-carbonitrile C(C=C)(=O)N1CCN(CC1)C1=C(C=NC2=CC(=C(C=C12)Cl)C1=C(C=C(C=C1)F)F)C#N